(3,4-dimethylphenyl)-3-methyl-5-oxo-1,5-dihydro-4H-pyrazol CC=1C=C(C=CC1C)N1N=C(CC1=O)C